2-(2-(1-aminopentyl)-5-chloro-6-fluoro-2-phenyl-2,3-dihydrobenzofuran-4-yl)-3-fluoro-4-(2-hydroxyethoxy)benzamide NC(CCCC)C1(OC2=C(C1)C(=C(C(=C2)F)Cl)C2=C(C(=O)N)C=CC(=C2F)OCCO)C2=CC=CC=C2